ClC1=C(C=CC=C1)N1C(OC(=C1C(C)=O)C)=O 3-(2'-chlorophenyl)-4-acetyl-5-methyl-oxazol-2(3H)-one